2-(2-((5-Bromo-2-((2-fluoro-3-methoxy-4-(4-(4-methylpiperazin-1-yl)piperidin-1-yl)benzeneyl)amino)pyrimidin-4-yl)amino)-4-fluorophenyl)propan-2-ol BrC=1C(=NC(=NC1)NC1=C(C(=C(C=C1)N1CCC(CC1)N1CCN(CC1)C)OC)F)NC1=C(C=CC(=C1)F)C(C)(C)O